Methyl 2-hydroxy-5-(2-hydroxyethyl)benzoate OC1=C(C(=O)OC)C=C(C=C1)CCO